N1CC(C1)N1N=CC(=C1C)Br 1-(azetidin-3-yl)-4-bromo-5-methyl-pyrazole